C(C)(=O)N1C(CN(CC1)C(C=C)=O)C=1C=C(N([C@@H](C1)Cl)C)C1=CC=NC(=C1)F (R)-4-(1-acetyl-4-acryloylpiperazin-2-yl)-6-chloro-6'-fluoro-N-methyl-[2,4'-bipyridine]